(2S,3S,4R,5R)-N-ethyl-3,4-dihydroxyl-5-(6-(((4-methylpyridin-2-yl)meth-yl)amino)-2-(5-methylpyridin-3-yl)-9H-purin-9-yl)tetrahydrothiophen-2-formamide C(C)NC(=O)[C@H]1S[C@H]([C@@H]([C@@H]1O)O)N1C2=NC(=NC(=C2N=C1)NCC1=NC=CC(=C1)C)C=1C=NC=C(C1)C